2-{4-methoxy-5-[(3-{4-[(1-methylpiperidin-4-yl)amino]-1-(2,2,2-trifluoroethyl)-1H-indol-2-yl}prop-2-yn-1-yl)amino]pyridin-2-yl}-2-methylpropanenitrile COC1=CC(=NC=C1NCC#CC=1N(C2=CC=CC(=C2C1)NC1CCN(CC1)C)CC(F)(F)F)C(C#N)(C)C